N-[4-(6,7-dimethoxyquinolin-4-yl)oxy-3-fluorophenyl]-1-ethyl-5-(4-fluorophenyl)-6-methyl-4-oxopyridazine-3-carboxamide COC=1C=C2C(=CC=NC2=CC1OC)OC1=C(C=C(C=C1)NC(=O)C1=NN(C(=C(C1=O)C1=CC=C(C=C1)F)C)CC)F